9-chlorodibenzo[b,d]furan-2-ol ClC1=CC=CC2=C1C1=C(O2)C=CC(=C1)O